(R)-3-(3-Hydroxy-phenyl)-pentanoic acid methyl ester COC(C[C@@H](CC)C1=CC(=CC=C1)O)=O